4-(3,5-Dichlorophenyl)-2-(2-thienylmethyl)imidazole ClC=1C=C(C=C(C1)Cl)C=1N=C(NC1)CC=1SC=CC1